(R)-N-((R)-(3-chloro-2,4-difluorophenyl)((R)-chroman-3-yl)methyl)-2-methyl-3-oxopiperazine-1-carboxamide ClC=1C(=C(C=CC1F)[C@H](NC(=O)N1[C@@H](C(NCC1)=O)C)[C@@H]1COC2=CC=CC=C2C1)F